C1(CC1)C(=O)NC=1C=C(C(=O)N[C@H](C(N2CC=CCC2C=2C=NC=CC2)=O)CC2=CC=CC=C2)C=CC1 3-(cyclopropanecarboxamido)-N-((2S)-1-oxo-3-phenyl-1-(6-(pyridin-3-yl)-5,6-dihydropyridin-1(2H)-yl)propan-2-yl)benzamide